1,3,5-triiodo-2,4,6-tris-hydroxymethylbenzene IC1=C(C(=C(C(=C1CO)I)CO)I)CO